(S*)-N-((S)-(7-((R*)-Cyclopropyl(4,4,4-trifluorobutanamido)methyl)imidazo[1,2-b]pyridazin-2-yl)(4,4-difluorocyclohexyl)methyl)-2,2-difluorospiro[2.3]hexane-1-carboxamide C1(CC1)[C@H](C1=CC=2N(N=C1)C=C(N2)[C@@H](NC(=O)[C@H]2C(C21CCC1)(F)F)C1CCC(CC1)(F)F)NC(CCC(F)(F)F)=O |o1:3,17|